(E)-1-[2-(3,3-Dimethylbutoxy)-6-methoxyphenyl]-3-(4-hydroxyphenyl)prop-2-en-1-one CC(CCOC1=C(C(=CC=C1)OC)C(\C=C\C1=CC=C(C=C1)O)=O)(C)C